2-Chloro-7-fluoro-N-(4-nitrophenethyl)chinolin-4-amin ClC1=NC2=CC(=CC=C2C(=C1)NCCC1=CC=C(C=C1)[N+](=O)[O-])F